N-(3-hydroxypropyl)benzamide OCCCNC(C1=CC=CC=C1)=O